2-mercapto-7-methoxy-5-methyl-4H-benzo[d][1,3]oxazin-4-one SC=1OC(C2=C(N1)C=C(C=C2C)OC)=O